CC1=CNC2=NC=C(C=C21)C=2C=C1CCN(CC1=C(C2)[C@H]2NCCC2)C(=O)C=2C=NC(=NC2)C (S)-[6-(3-methyl-1H-pyrrolo[2,3-b]pyridin-5-yl)-8-[pyrrolidin-2-yl]-3,4-dihydroisoquinolin-2(1H)-yl](2-methylpyrimidin-5-yl)methanone